2,3-dihydrospiro[chromene-4,1'-cyclopropane] C12(CC1)CCOC1=CC=CC=C12